[2-(4-Trifluoromethylbenzoyl)-2,3,4,9-tetrahydro-1H-beta-carbolin-9-yl]-acetic acid methyl ester COC(CN1C2=CC=CC=C2C=2CCN(CC12)C(C1=CC=C(C=C1)C(F)(F)F)=O)=O